(R)-6-cyclopropyl-4-((2,2-difluoro-1-(3-(trifluoromethyl)phenyl)ethyl)amino)-2-methylpyrido[3,4-d]pyridazine-1,7(2H,6H)-dione C1(CC1)N1C=C2C(=NN(C(C2=CC1=O)=O)C)N[C@@H](C(F)F)C1=CC(=CC=C1)C(F)(F)F